FC1=C2C(=NC=C1C1CC(CC1)O)N(C(=C2)C2=CC=NN2C)COCC[Si](C)(C)C 3-(4-fluoro-2-(1-methyl-1H-pyrazol-5-yl)-1-((2-(trimethylsilyl)ethoxy)methyl)-1H-pyrrolo[2,3-b]pyridin-5-yl)cyclopentan-1-ol